N-((S)-1-((2S,4R)-4-hydroxy-2-(((R)-1-(4-(4-methylthiazol-5-yl)phenyl)ethyl)carbamoyl)pyrrolidin-1-yl)-3,3-dimethyl-1-oxobutan-2-yl)nicotinamide O[C@@H]1C[C@H](N(C1)C([C@H](C(C)(C)C)NC(C1=CN=CC=C1)=O)=O)C(N[C@H](C)C1=CC=C(C=C1)C1=C(N=CS1)C)=O